oct-2-yl-silane CC(CCCCCC)[SiH3]